C(C)(C)(C)OC(CN1C=C(C2=CC(=CC=C12)C(=O)OC)C#N)=O methyl 1-(2-(tert-butoxy)-2-oxoethyl)-3-cyano-1H-indole-5-carboxylate